FC(OC1(CCC1)OCC=O)(F)F 2-[3-Cis-(trifluoromethoxy)cyclobutoxy]acetaldehyde